3-(2-(ethyl-(methyl)amino)ethyl)-1H-indol-4-ol C(C)N(CCC1=CNC=2C=CC=C(C12)O)C